cholestanyl-3,5-diaminobenzoate C(C(C)CCC[C@@H](C)[C@H]1CC[C@H]2[C@@H]3CCC4CCCC[C@]4(C)[C@H]3CC[C@]12C)OC(C1=CC(=CC(=C1)N)N)=O